4a,5-dimethyl-3-methylene-3a,4,4a,5,6,7,9,9a-octahydronaphtho[2,3-b]furan-2(3H)-one CC12CC3C(OC(C3=C)=O)CC2=CCCC1C